FC1=CC=C(C2=CC=CC=C12)COC1=CC=C(CN2C=NC(=C2)C(=O)OC)C=C1 methyl 1-(4-((4-fluoronaphthalen-1-yl) methoxy) benzyl)-1H-imidazole-4-carboxylate